N-({2-[(Dimethylamino)methyl]-2,3-dihydro-1H-inden-2-yl}methyl)-4H,5H,6H,7H,8H,9H-cycloocta[b]thiophene-2-carboxamide CN(C)CC1(CC2=CC=CC=C2C1)CNC(=O)C1=CC2=C(S1)CCCCCC2